4,4'-[1-{4-[1-(3,5-Bis(4-hydroxy-2-methylbenzyl)-4-hydroxyphenyl)-1-methylethyl]phenyl}ethylene]bis[2,6-bis(4-hydroxy-2-methylbenzyl)phenol] OC1=CC(=C(CC=2C=C(C=C(C2O)CC2=C(C=C(C=C2)O)C)C(C)(C)C2=CC=C(C=C2)C(CC2=CC(=C(C(=C2)CC2=C(C=C(C=C2)O)C)O)CC2=C(C=C(C=C2)O)C)C2=CC(=C(C(=C2)CC2=C(C=C(C=C2)O)C)O)CC2=C(C=C(C=C2)O)C)C=C1)C